FC(S(=O)(=O)OC1=C(C=CC=C1C1=CC=CC=C1)C1=CC=CC=C1)(F)F 3-phenyl-[1,1'-biphenyl]-2-yl trifluoromethanesulfonate